2-(4-fluoro-3,5-dimethyl-phenyl)-3-(2-oxo-1H-imidazol-3-yl)-6,7-dihydro-4H-pyrazolo[1,5-a]pyrazine-5-carboxylic acid tert-butyl ester C(C)(C)(C)OC(=O)N1CC=2N(CC1)N=C(C2N2C(NC=C2)=O)C2=CC(=C(C(=C2)C)F)C